BrC=1C(=NC(=C(N1)Br)Cl)C=1C(=NC(=CC1)OCC)C(=O)N (3,5-dibromo-6-chloropyrazin-2-yl)-6-ethoxypyridinecarboxamide